C12(C(=O)CC(CC1)C2(C)C)CS(=O)(=O)O.N2C[C@@H](CCC2)C2=CC=C(C=C2)N2N=C1C(=CC=CC1=C2)C(=O)N 2-{4-[(3S)-piperidin-3-yl]phenyl}-2H-indazole-7-carboxamide camphorsulfonate